4-((1-(2-chloroethyl)azetidin-3-yl)oxy)-1-oxoisoindoline ClCCN1CC(C1)OC1=C2CNC(C2=CC=C1)=O